tert-butyl ((4-(((6-cyclopropylimidazo[1,2-a]pyridin-2-yl)methyl)(methyl)amino)-2-nitrophenyl)sulfonyl)carbamate C1(CC1)C=1C=CC=2N(C1)C=C(N2)CN(C2=CC(=C(C=C2)S(=O)(=O)NC(OC(C)(C)C)=O)[N+](=O)[O-])C